C(#N)C1=CC(=NC(=N1)C)NC1=CC(=NN1)CCC=1C=C(C=CC1C)C1=C(C(=O)N)C=CC=C1S(N(C)C)(=O)=O (3-(2-(5-((6-cyano-2-methylpyrimidin-4-yl)amino)-1H-pyrazol-3-yl)ethyl)-4-methylphenyl)-3-(N,N-dimethylsulfamoyl)benzamide